C(C)OC1=C(C=CC(=N1)[C@@H](CS(=O)(=O)C)N1C(N(C2=C1C=CC(=C2)C2=NC=CC=C2)CCOC)=O)OC (S)-1-(1-(6-ethoxy-5-methoxypyridin-2-yl)-2-(methylsulfonyl)ethyl)-3-(2-methoxyethyl)-5-(pyridin-2-yl)-1H-benzo[d]imidazol-2(3H)-one